1-Bromo-4-(propyl-3-d)benzene BrC1=CC=C(C=C1)CCC[2H]